COC=1C=CC2=C(C(=CO2)CCN2C3C=CC(C2)CC3C3=CC=CC=C3)C1 exo-2-(2-(5-methoxybenzofuran-3-yl)ethyl)-7-phenyl-2-azabicyclo[2.2.2]oct-5-ene